N'-(2-chloro-4-(4-cyano-benzyl)-5-methylphenyl)-N-ethyl-N-methylformimidamide ClC1=C(C=C(C(=C1)CC1=CC=C(C=C1)C#N)C)N=CN(C)CC